6-[4-(morpholin-4-yl)-7-{[2-(trimethylsilyl)ethoxy]methyl}-7H-pyrrolo[2,3-d]pyrimidin-6-yl]pyridin-3-amine N1(CCOCC1)C=1C2=C(N=CN1)N(C(=C2)C2=CC=C(C=N2)N)COCC[Si](C)(C)C